9-(2,6-difluoro-4-(1-methyl-4-(trifluoromethyl)-1H-imidazol-2-yl)benzyl)-2-(2-isopropylpyridin-3-yl)-7,9-dihydro-8H-purin-8-one FC1=C(CN2C3=NC(=NC=C3NC2=O)C=2C(=NC=CC2)C(C)C)C(=CC(=C1)C=1N(C=C(N1)C(F)(F)F)C)F